O[C@@H]1[C@@H](SC2=C(NC1=O)C=CC=C2)C2=CC=C(C=C2)Br (2S,3S)-2,3-dihydro-3-hydroxy-2-(4-bromophenyl)-1,5-benzothiazepin-4(5H)-one